(R)-4-((6'-(fluoromethyl)-8'-oxo-7',8'-dihydro-6'H-spiro[cyclohexane-1,9'-pyrazino[1',2':1,5]pyrrolo[2,3-d]pyrimidin]-2'-yl)amino)benzenesulfonamide FC[C@@H]1NC(C2(N3C1=CC1=C3N=C(N=C1)NC1=CC=C(C=C1)S(=O)(=O)N)CCCCC2)=O